8-(5-chloro-3-fluoropyridin-2-yl)-5-(4-chlorobenzyl)-2-oxa-5,8-diazaspiro[3.5]-nonane-6,9-dione ClC=1C=C(C(=NC1)N1CC(N(C2(COC2)C1=O)CC1=CC=C(C=C1)Cl)=O)F